FC(CN1C(=NC2=C1C=C(C=C2)C=2C=CN1N=C(N=C(C12)OC)NC1CCC(N(C1)C)=O)C)F 5-((5-(1-(2,2-difluoroethyl)-2-methyl-1H-benzo[d]imidazol-6-yl)-4-methoxypyrrolo[2,1-f][1,2,4]triazin-2-yl)amino)-1-methylpiperidin-2-one